(R)-1-[6-({4-[6-(m-Cyanophenyl)-2-(cyclopropylamino)-4-pyrimidinyl]-1H-1,2,3-triazol-1-yl}methyl)-2-pyridyl]-2-pyrrolidinecarboxylic acid C(#N)C=1C=C(C=CC1)C1=CC(=NC(=N1)NC1CC1)C=1N=NN(C1)CC1=CC=CC(=N1)N1[C@H](CCC1)C(=O)O